ClC=1C(=CC2=C(C(C3=C(N(S2(=O)=O)C)C=CC=C3)NCCCCCCC(=O)OCC)C1)Cl ethyl 7-((2,3-dichloro-6-methyl-5,5-dioxido-6,11-dihydrodibenzo[c,f][1,2]thiazepin-11-yl)amino)heptanoate